C1=CC=CC=2C3=CC=CC=C3C(C12)COC(=O)N1CCCCC1 Piperidine-1-carboxylic acid 9H-fluoren-9-ylmethyl ester